BrC=1C(=NC(=NC1)NC=1C=NN(C1)C(C)(C)C)C 5-bromo-N-(1-(tert-butyl)-1H-pyrazol-4-yl)-4-methylpyrimidin-2-amine